C1(=CC=C(C=C1)C(=O)NCC1N(OC(C1)CC1=CC=CC=C1)[C@@H](CC(C)C)B1O[C@@]2([C@H](O1)C[C@H]1C([C@@H]2C1)(C)C)C)C1=CC=CC=C1 3-([1,1'-biphenyl]-4-carboxamidomethyl)-5-benzyl-N-((R)-3-methyl-1-((3aS,4S,6S,7aR)-3a,5,5-trimethylhexahydro-4,6-methanobenzo[d][1,3,2]dioxaborol-2-yl)butyl)-4,5-dihydroisoxazole